OC(C)(C)C=1SC(=CN1)[S@](=O)(N)=NC(NC1=C(C(=NC(=C1C)C)C)C)=O (S)-2-(2-hydroxypropan-2-yl)-N'-((2,3,5,6-tetramethylpyridin-4-yl)carbamoyl)thiazole-5-sulfonimidamide